1,2-diazine-3-ylmethylamine N1=NC(=CC=C1)CN